FC(C(=O)O)(F)F.ClC=1C=C(C=CC1)NC1C2=C(C=3N(CC1)N=NC3C)C=CC(=C2)C=2CCN(CC2)C2CCCC2 N-(3-chlorophenyl)-9-(1-cyclopentyl-1,2,3,6-tetrahydropyridin-4-yl)-1-methyl-6,7-dihydro-5H-benzo[c][1,2,3]triazolo[1,5-a]azepin-7-amine 2,2,2-trifluoroacetate